ClC=1SC2=C(N1)C=CC(=C2)C#N 2-chlorobenzo[d]thiazole-6-carbonitrile